allyloxycarboxylic acid C(C=C)OC(=O)O